methyl 3-amino-2-thiocyanobutenate NC(=C(C(=O)OC)SC#N)C